(1S,3R)-3-(dimethylcarbamoylamino)-N-[4-(7-fluoro-3-isopropyl-benzimidazol-5-yl)-5-methyl-2-pyridinyl]Cyclohexanecarboxamide CN(C(=O)N[C@H]1C[C@H](CCC1)C(=O)NC1=NC=C(C(=C1)C1=CC2=C(N=CN2C(C)C)C(=C1)F)C)C